C(C1=CC=CC=C1)N1C=2N(C3=C(C1=O)CN(CC3)CC3=CC=C(C=C3)Cl)CCCN2 6-benzyl-3-(4-chlorobenzyl)-1,2,3,4,6,8,9,10-octahydro-5H-pyrido[3,4-e]pyrimido[1,2-a]pyrimidin-5-one